Ethyl-cyclopentadienyl-cobalt C(C)[Co]C1C=CC=C1